4-(aminomethyl)-phenylboronic acid hydrochloride Cl.NCC1=CC=C(C=C1)B(O)O